(2-hydroxypropan-2-yl)-4-iodo-1H-pyrazole OC(C)(C)N1N=CC(=C1)I